(4-((8-(difluoromethoxy)-2-methyl-3-oxo-3,4-dihydroquinoxalin-6-yl)methyl)piperazin-1-yl)nicotinonitrile FC(OC=1C=C(C=C2NC(C(=NC12)C)=O)CN1CCN(CC1)C1=C(C#N)C=CC=N1)F